C(C)(C)(C)NS(=O)(=O)C=1C=C(C=CC1)NC1=NC(=NC=C1C)NC1=CC=C(C(=O)NC2CCOCC2)C=C1 4-((4-((3-(N-(tert-butyl)sulfamoyl)phenyl)amino)-5-methylpyrimidin-2-yl)amino)-N-(tetrahydro-2H-pyran-4-yl)benzamide